CN(C)C(=S)OC1=CC(=C(C(=C1)Cl)OCCCOC1=NC=C(C=C1Br)C(F)(F)F)Cl O-(3,5-dichloro-4-(3-((3-bromo-5-(trifluoromethyl) pyridin-2-yl) oxy) propoxy) phenyl) dimethylaminothiocarboxylate